(R)-2-((2R,3R)-3-(2-fluorophenyl)oxirane-2-yl)pyrrolidine-1-carboxylic acid tert-butyl ester C(C)(C)(C)OC(=O)N1[C@H](CCC1)[C@H]1O[C@@H]1C1=C(C=CC=C1)F